(3-(2-hydroxy-propan-2-yl)pyrrolidin-3-yl)carbamic acid tert-butyl ester C(C)(C)(C)OC(NC1(CNCC1)C(C)(C)O)=O